(1R,3R,4S,5R)-1,3-Bis[[(E)-3-(3,4-dihydroxyphenyl)prop-2-enoyl]oxy]-4,5-dihydroxycyclohexane-1-carboxylic acid OC=1C=C(C=CC1O)/C=C/C(=O)O[C@]1(C[C@H]([C@H]([C@@H](C1)O)O)OC(\C=C\C1=CC(=C(C=C1)O)O)=O)C(=O)O